tert-butyl 2-chloro-4-(1,4-oxazepan-4-yl)-5-oxo-7H-pyrrolo[3,4-d]pyrimidine-6-carboxylate ClC=1N=C(C2=C(N1)CN(C2=O)C(=O)OC(C)(C)C)N2CCOCCC2